2-(4-methylphenyl)benzene CC1=CC=C(C=C1)C1=CC=CC=C1